FC1=C2C=NNC2=CC=C1C1=C(N=C2N1C=C(N=C2)C2=CC(=C(C=C2)F)C(F)(F)F)C(C)C 4-Fluoro-5-{6-[4-fluoro-3-(trifluoromethyl)phenyl]-2-(propan-2-yl)imidazo[1,2-a]pyrazin-3-yl}-1H-indazole